C(C)(C)(C)OC(CN(C1CC1)C1=CC(=C(C=C1)Cl)N)=O N-(3-amino-4-chlorophenyl)-N-cyclopropylglycine tert-butyl ester